N-(3-aminopropyl)-2-(7-phenyl-2,7-diazaspiro[4.4]nonan-2-yl)isonicotinamide NCCCNC(C1=CC(=NC=C1)N1CC2(CC1)CN(CC2)C2=CC=CC=C2)=O